CN(C)C(=O)CC1=CC=C(C=C1)N 2-(4-aminophenyl)-N,N-dimethylacetamide